bicyclo[4.2.0]octa-1,3,5-triene-3,4-diol C12=CC(=C(C=C2CC1)O)O